heptaneol C(CCCCCC)O